[Pd].C(C1=CC=CC=C1)=CC(=O)C=CC1=CC=CC=C1.C(C1=CC=CC=C1)=CC(=O)C=CC1=CC=CC=C1.C(C1=CC=CC=C1)=CC(=O)C=CC1=CC=CC=C1 tris(dibenzylideneacetone) palladium